5-aminopyridazin-3(2H)-one NC1=CC(NN=C1)=O